ClC1=CC(=C(C=C1)C1(OC2=C(O1)C=CC=C2C21CCNCC1C2)C)F 6-(2-(4-chloro-2-fluorophenyl)-2-methylbenzo[d][1,3]dioxol-4-yl)-3-azabicyclo[4.1.0]heptane